2-(4-((tert-butyldimethylsilyl)oxy)-2-methylbutan-2-yl)-3,5-dimethylphenyl 4-azidobutanoate N(=[N+]=[N-])CCCC(=O)OC1=C(C(=CC(=C1)C)C)C(C)(CCO[Si](C)(C)C(C)(C)C)C